The molecule is a 2-acyl-sn-glycero-3-phosphoethanolamine in which the acyl group is specified as (9S,11R)-epidioxy-(15S)-hydroperoxy-(5Z,13E)-prostadienoyl. It has a role as a human xenobiotic metabolite and a mouse metabolite. It is a 2-acyl-sn-glycero-3-phosphoethanolamine, a prostanoid and a lipid hydroperoxide. It derives from a prostaglandin G2. It is a tautomer of a 2-[(9S,11R)-epidioxy-(15S)-hydroperoxy-(5Z,13E)-prostadienoyl]-sn-glycero-3-phosphoethanolamine zwitterion. CCCCC[C@@H](/C=C/[C@H]1[C@H]2C[C@@H]([C@@H]1C/C=C\\CCCC(=O)O[C@H](CO)COP(=O)(O)OCCN)OO2)OO